S(=O)(=O)(O)O.N1N=C(C=C1)C(=O)N.N1N=C(C=C1)C(=O)N 1H-pyrazole-3-carboxamide, hemisulfate salt